OC=1C=CC=C(C1)C=1OC2=CC(=CC=C2C(C1C1=CC=C(C=C1)O)=O)O 5,7-dihydroxy-4'-hydroxyphenylisoflavone